6-(1-(6-(1-methyl-1H-pyrazol-4-yl)-1H-imidazo[4,5-b]pyrazin-1-yl)ethyl)quinoline CN1N=CC(=C1)C1=CN=C2C(=N1)N(C=N2)C(C)C=2C=C1C=CC=NC1=CC2